C1(CCCCC1)NC=1SC(=C(N1)C)C=1C=CC(=C(C1)S(=O)(=O)NC=1C=NC(=CC1)OC)OC 5-[2-(cyclohexylamino)-4-methyl-thiazol-5-yl]-2-methoxy-N-(6-methoxy-3-pyridyl)benzenesulfonamide